C(CC(O)(C(=O)[O-])CC(=O)[O-])(=O)O.[NH4+].[NH4+].[NH4+] triammonium hydrogen citrate